2-(4-chloro-2-fluorobenzyl)-5-fluoro-4-(piperidin-4-yloxy)pyrimidine ClC1=CC(=C(CC2=NC=C(C(=N2)OC2CCNCC2)F)C=C1)F